(S)-(+)-2,3-difluoromandelic acid FC1=C([C@@H](C(=O)O)O)C=CC=C1F